(S)-4-(4-(3-cyclopropylmorpholino)-2-(1-(2-hydroxy-2-methylpropyl)-1H-pyrazol-4-yl)quinazolin-6-yl)-6-methyl-1,6-dihydro-7H-pyrrolo[2,3-c]pyridin-7-one C1(CC1)[C@H]1COCCN1C1=NC(=NC2=CC=C(C=C12)C=1C2=C(C(N(C1)C)=O)NC=C2)C=2C=NN(C2)CC(C)(C)O